1-(2,2-difluoroethyl)-1H-pyrazole-4-carboxamide FC(CN1N=CC(=C1)C(=O)N)F